C(C)(C)(C)NC1=NC=C(C(=C1)C=1C=C2N(C[C@@H](N(C2=O)CC2=C(C=CC(=C2)F)CO)COC)C1)Cl (R)-7-(2-(tert-butylamino)-5-chloropyridin-4-yl)-2-(5-fluoro-2-(hydroxymethyl)benzyl)-3-(methoxymethyl)-3,4-dihydropyrrolo[1,2-a]pyrazin-1(2H)-one